methyl 4-chloro-3-cyclobutyl-1-(4-fluorophenyl)-1H-pyrazolo[3,4-b]pyridine-6-carboxylate ClC1=C2C(=NC(=C1)C(=O)OC)N(N=C2C2CCC2)C2=CC=C(C=C2)F